ClCC1=C(C=C(C=C)C=C1)C 4-chloromethyl-3-methylstyrene